N-(4-(4-methylpiperazin-1-yl)phenyl)-4-nitro-1H-indazole-3-carboxamide CN1CCN(CC1)C1=CC=C(C=C1)NC(=O)C1=NNC2=CC=CC(=C12)[N+](=O)[O-]